CC1=CC=C2C=CC3=CC=CC4=CC=C1C2=C34 1-(methyl)pyrene